4-[(3,3-difluoropyrrolidin-1-yl)methyl]piperidin-4-ol FC1(CN(CC1)CC1(CCNCC1)O)F